N-(2-fluorophenyl)-1,4-benzoxazine-4-formamide FC1=C(C=CC=C1)NC(=O)N1C=COC2=C1C=CC=C2